ethyl 2-((difluoromethoxy) methyl)-5-(2,4-difluorophenyl)-3-methyl-3,4-dihydro-2H-pyrano[2,3-b]pyridine-7-carboxylate FC(OCC1C(CC=2C(=NC(=CC2C2=C(C=C(C=C2)F)F)C(=O)OCC)O1)C)F